bis(2,6-dimethylphenylthio)disilane CC1=C(C(=CC=C1)C)S[SiH]([SiH3])SC1=C(C=CC=C1C)C